N-[1-(β-phenylethyl)-4-piperidyl]propionanilide C1(=CC=CC=C1)CCN1CCC(CC1)N(C1=CC=CC=C1)C(CC)=O